N-(4-trifluoromethylbenzyl)-1-(4-trifluoromethylphenyl)methylamine FC(C1=CC=C(CNCC2=CC=C(C=C2)C(F)(F)F)C=C1)(F)F